CN1C(N(C=2C1=NC=C(C2)C=2SC(=CC2)C(F)(F)F)CC=2C=NN(C2)C)=O 3-methyl-1-[(1-methylpyrazol-4-yl)methyl]-6-[5-(trifluoromethyl)-2-thienyl]imidazo[4,5-b]pyridin-2-one